FC(C=1C(=CN(C(C1)=O)C)C(=O)NC1=C(C=C(C(=C1)C1=NC(=NC=C1)N1C[C@H](O[C@H](C1)C)C)F)N1C[C@H](N([C@H](C1)C)C)C)F 4-(difluoromethyl)-N-[4-fluoro-5-[2-[(2R,6S)-2,6-dimethylmorpholin-4-yl]pyrimidin-4-yl]-2-[(3R,5S)-3,4,5-trimethylpiperazin-1-yl]phenyl]-1-methyl-6-oxopyridine-3-carboxamide